C(C)OC(COC1=CC=C(C=C1)[C@H]1[C@H](CCC2=CC(=CC=C12)O)C1=CC=CC=C1)OCC (1R,2S)-1-[4-(2,2-diethoxyethoxy)phenyl]-2-phenyl-tetrahydronaphthalen-6-ol